C(=O)O.C(=O)O.NCC(CN)OCC(=O)NCC=1C=CC(=C(C(=O)NC2=CC=C(C=C2)S(=O)(=O)N2CCN(CC2)C2=CC(=CC(=C2)Cl)Cl)C1)N(S(=O)(=O)C)C 5-((2-((1,3-diaminopropan-2-yl)oxy)acetamido)methyl)-N-(4-((4-(3,5-dichlorophenyl)piperazin-1-yl)sulfonyl)phenyl)-2-(N-methylmethylsulfonamido)benzamide diformate